4-fluoro-1-(4-(trifluoromethyl)benzyl)-1H-indole-7-carboxylic acid FC1=C2C=CN(C2=C(C=C1)C(=O)O)CC1=CC=C(C=C1)C(F)(F)F